C(N)(OCC(=O)NC(C(=O)NCC(=O)NC1=CC=C(C=C1)CO)CC1=CC=CC=C1)=O (2-((1-((2-((4-(hydroxymethyl) phenyl) amino)-2-oxoethyl) amino)-1-oxo-3-phenylpropane-2-yl) amino)-2-oxoethyl) carbamate